1-(2,4-difluorobenzyl)-1H-1,2,4-triazole-3-carboxylic acid FC1=C(CN2N=C(N=C2)C(=O)O)C=CC(=C1)F